N1=CC(=CC=C1)C=1C=C(C=CC1C=1C=NC=CC1)C1=CC(=NC(=C1)N1C2=CC=C(C=C2C=2C=C(C=CC12)N1C2=CC=CC=C2C=2C=CC=CC12)N1C2=CC=CC=C2C=2C=CC=CC12)N1C2=CC=C(C=C2C=2C=C(C=CC12)N1C2=CC=CC=C2C=2C=CC=CC12)N1C2=CC=CC=C2C=2C=CC=CC12 9',9''''-(4-(3,4-di(pyridin-3-yl)phenyl)pyridine-2,6-diyl)bis(9'H-9,3':6',9''-tercarbazole)